C(C)(C)OC1=CC=2N(C=C1)N=CC2 5-isopropoxypyrazolo[1,5-a]pyridine